C(C)C=1NC(=C(N1)CC)C 2,4-diethyl-5-methylimidazole